COC1=CC2=C(N=CC3N(C2=O)CC2(CC2)C3)C=C1 7-methoxy-1,11a-dihydro-3H,5H-spiro[benzo[e]pyrrolo[1,2-a][1,4]diazepine-2,1'-cyclopropan]-5-one